4-oxo-4-(tritylamino)butanoic acid O=C(CCC(=O)O)NC(C1=CC=CC=C1)(C1=CC=CC=C1)C1=CC=CC=C1